ClC1=C2C(=CN=C1Cl)NC(=C2)C(=O)NC2CN[Si](CCC2)(C)C 4,5-dichloro-N-(1,1-dimethylsilazepan-4-yl)-1H-pyrrolo[2,3-c]pyridine-2-carboxamide